CC1=C(C=C(C=C1)CCN[C@@H]([C@@H]1CC=2N=NC=CC2NC1)C1=CC=CC=C1)CC(=O)O |&1:11| 2-(2-methyl-5-(2-(((S)-phenyl((R and S)-5,6,7,8-tetrahydropyrido[3,2-c]pyridazin-7-yl)methyl)amino)ethyl)phenyl)acetic acid